FC=1C=2N(C=C(C1)C1=CNC=3N=C(N=CC31)NC3CCN(CC3)C)N=CN2 5-(8-fluoro-[1,2,4]triazolo[1,5-a]pyridin-6-yl)-N-(1-methylpiperidin-4-yl)-7H-pyrrolo[2,3-d]pyrimidin-2-amine